FC(CN1C(=NC=2C1=NC(=CC2)C=2C=CN1N=C(N=C(C12)NC)N[C@@H]1[C@@H](CN(CC1)CC)F)C)F 5-(3-(2,2-Difluoroethyl)-2-methyl-3H-imidazo[4,5-b]pyridin-5-yl)-N2-((3R,4S)-1-ethyl-3-fluoropiperidin-4-yl)-N4-methylpyrrolo[2,1-f][1,2,4]triazine-2,4-diamine